C1(CC1)CN(C(=O)C1=CN=C(S1)C1=C(C=C(C(=C1)NC(=O)C1=CNC(C=C1C(F)(F)F)=O)N1C[C@H](N([C@H](C1)C)C)C)F)C N-(cyclopropylmethyl)-2-[2-fluoro-5-[[6-oxo-4-(trifluoromethyl)-1H-pyridine-3-carbonyl]amino]-4-[(3R,5S)-3,4,5-trimethylpiperazin-1-yl]phenyl]-N-methyl-1,3-thiazole-5-carboxamide